ClC1=CC=NC2=C3N=CC=C(C3=CC=C12)Cl 4,7-dichlorophenanthroline